5-(2-fluorophenyl)-1-(pyridin-3-ylsulfonyl)-1H-pyrrole FC1=C(C=CC=C1)C1=CC=CN1S(=O)(=O)C=1C=NC=CC1